4-(2-Amino-2-methylpropanoyl)-N-(1-(4-((6-amino-3-azabicyclo[3.2.0]heptan-3-yl)methyl)phenyl)-2-oxo-1,2-dihydropyrimidin-4-yl)piperazine-1-carboxamide Hydrochloride Salt Cl.NC(C(=O)N1CCN(CC1)C(=O)NC1=NC(N(C=C1)C1=CC=C(C=C1)CN1CC2CC(C2C1)N)=O)(C)C